methyl-(thien-2-yl)aminomethylthio fluoride CC(SF)NC=1SC=CC1